1,3-bis(trimethylol(methylamino))propane C(O)C(NCCCNC(CO)(CO)CO)(CO)CO